FC=1C=C2C(C(=CN(C2=CC1)C(C)C)C1=CC(=CC=C1)F)=O 6-fluoro-3-(3-fluorophenyl)-1-isopropylquinolin-4(1H)-one